CO[C@@H]([C@@H]([C@H](C(=O)O)O)O)[C@H](O)C(=O)O 4-O-methyl-D-glucaric acid